2-(7-((1R)-1-((tert-butoxycarbonyl)amino)ethyl)-5-fluoro-2,3-dihydrobenzofuran-2-yl)ethylmethanesulfonic acid C(C)(C)(C)OC(=O)N[C@H](C)C1=CC(=CC=2CC(OC21)CCCS(=O)(=O)O)F